FC=1C=C(CNC(=O)C2=CC=C(S2)C2=C(C(=NC(=C2C(=O)N)CC(C)C)CCC2=CC=C(C=C2)F)C=2C=NC(=CC2)C)C=CC1F 4-(5-((3,4-difluorobenzyl)carbamoyl)thiophen-2-yl)-2-(4-fluorophenethyl)-6-isobutyl-6'-methyl-[3,3'-bipyridine]-5-carboxamide